6-amino-N-(quinolin-8-yl)pyridin-2-sulfonamide NC1=CC=CC(=N1)S(=O)(=O)NC=1C=CC=C2C=CC=NC12